amino-5-[3-(4-bromo-2-fluorophenoxy)propyl]-1,3-thiazole-4-carboxylic acid ethyl ester C(C)OC(=O)C=1N=C(SC1CCCOC1=C(C=C(C=C1)Br)F)N